NC=1C=C(C=CC1C)C1=C(C=C(C=C1)C1=NNC(OC1)=O)F 5-(3'-amino-2-fluoro-4'-methylbiphenyl-4-yl)-3,6-dihydro-2H-1,3,4-oxadiazin-2-one